C(C)(C)(C)[S@@](=O)N[C@@H](CC(=O)OCC)C=1C=C(C=C(C1F)F)C1=C(C=CC=C1C)C ethyl (S)-3-(((R)-tert-butylsulfinyl)amino)-3-(4,5-difluoro-2',6'-dimethyl-[1,1'-biphenyl]-3-yl)propanoate